(2,5-dioxopyrrolidin-1-yl)-3',6'-diacetyloxy-2',4',5',7'-tetrabromo-1-oxospiro[2-benzofuran-3,9'-xanthene]-5-carboxylate O=C1N(C(CC1)=O)C1=C(C(=C(C=2OC3=C(C(=C(C=C3C3(C12)OC(C1=C3C=C(C=C1)C(=O)[O-])=O)Br)OC(C)=O)Br)Br)OC(C)=O)Br